bis(4-(9H-carbazol-9-yl)phenyl)DIPHENYLSILANE C1=CC=CC=2C3=CC=CC=C3N(C12)C1=CC=C(C=C1)[Si](C1=CC=CC=C1)(C1=CC=CC=C1)C1=CC=C(C=C1)N1C2=CC=CC=C2C=2C=CC=CC12